2,11-bis(isobutyl)-10,19-dimethyl-17-methyl-14-[(6-quinolyl)methyl]-1,4,7,10,13,16,19-heptaazabicyclo[18.5.1]hexacos-22-ene-3,6,9,12,15,18,26-heptone C(C(C)C)C1N2CCC=CCC(N(C(C(NC(C(NC(C(N(C(CNC(CNC1=O)=O)=O)C)CC(C)C)=O)CC=1C=C3C=CC=NC3=CC1)=O)C)=O)C)C2=O